1-(5-Fluoro-1H-indol-2-yl)pentan-1-one FC=1C=C2C=C(NC2=CC1)C(CCCC)=O